ClCC1=CC=C(C=C1)NC1=NC(=CC=C1[N+](=O)[O-])C1=CC=CC=C1 N-[4-(chloromethyl)phenyl]-3-nitro-6-phenyl-pyridin-2-amine